NCC1(CN(CCC1)C1=NC=CC(=N1)NC1=NNC(=C1)C1CC1)C#N 3-(Aminomethyl)-1-[4-[(5-cyclopropyl-1H-pyrazol-3-yl)amino]pyrimidin-2-yl]piperidine-3-carbonitrile